3-bromo-6,7-dichloro-1,2-dimethyl-indole Methyl-4-(4-amino-7-(1-ethoxyvinyl)-2-(4-(2-fluoroacryloylamino)-2-methylphenyl)pyrazolo[1,5-a]pyrazin-3-yl)-2-methoxybenzoate COC(C1=C(C=C(C=C1)C=1C(=NN2C1C(=NC=C2C(=C)OCC)N)C2=C(C=C(C=C2)NC(C(=C)F)=O)C)OC)=O.BrC2=C(N(C1=C(C(=CC=C21)Cl)Cl)C)C